[Si](C1=CC=CC=C1)(C1=CC=CC=C1)(C(C)(C)C)O[C@@H]1C[C@H](N(C1)C)COC=1N=C(C2=C(N1)C(=C(N=C2)C2=CC(=CC1=CC=C(C(=C21)CC)F)OCOC)F)N2CCCCC2 2-(((2S,4R)-4-((tert-butyldiphenylsilyl)oxy)-1-methyl-pyrrolidin-2-yl)methoxy)-7-(8-ethyl-7-fluoro-3-(methoxymethoxy)naphthalen-1-yl)-8-fluoro-4-(piperidin-1-yl)pyrido[4,3-d]pyrimidine